ClC1=CC=C2C(N(N(C2=C1)CCO)CC1=CC(=C(C=C1)OC)OC)=O 6-Chloro-2-(3,4-dimethoxybenzyl)-1-(2-hydroxyethyl)-1,2-dihydro-3H-indazol-3-one